4,5-dibromo-2,2'-bithiophene BrC=1C=C(SC1Br)C=1SC=CC1